C1=CC=CC=2C3=CC=CC=C3N(C12)C1=C(C(=C(C(=N1)N1C2=CC=C(C=C2C=2C=C(C=CC12)C)C)N1C2=CC=C(C=C2C=2C=C(C=CC12)C)C)C1=NC=CC=C1)N1C2=CC=C(C=C2C=2C=C(C=CC12)C)C 9,9',9''-(6'-(9H-carbazol-9-yl)-[2,4'-bipyridine]-2',3',5'-triyl)tris(3,6-dimethyl-9H-carbazole)